ClC1=NC(=NC(=C1)C#N)N1CCN(CC1)S(=O)(=O)C=1C=C2CCN(C2=CC1)C(=O)C1=C(C=CC=C1)N(S(=O)(=O)C)C N-(2-(5-((4-(4-chloro-6-cyanopyrimidin-2-yl)piperazin-1-yl)sulfonyl)indoline-1-carbonyl)phenyl)-N-methylmethanesulfonamide